C(C)C=1N=C(SC1C1=CC=CC=C1)[C@H](CC1=CC=C(C=C1)NS(O)(=O)=O)NC([C@H](CC1=CC=CC=C1)NC(=O)OC)=O 4-{(S)-2-(4-Ethyl-5-phenylthiazol-2-yl)-2-[(S)-2-(methoxy-carbonylamino)-3-phenyl-propanamido]ethyl}phenylsulfamic acid